C1=CC=CC=2NC3=CC=CC=C3C(C12)=O 9(10H)acridone